(4-bromobenzylidene)triphenyl-λ5-phosphane BrC1=CC=C(C=P(C2=CC=CC=C2)(C2=CC=CC=C2)C2=CC=CC=C2)C=C1